tert-butyl (3S)-3-[[6-[2-[3-(difluoromethoxy) anilino]pyrimidin-5-yl]pyrazin-2-yl]amino]pyrrolidine-1-carboxylate FC(OC=1C=C(NC2=NC=C(C=N2)C2=CN=CC(=N2)N[C@@H]2CN(CC2)C(=O)OC(C)(C)C)C=CC1)F